C1(=CC=CC=C1)N1C2=CC=C(C=C2C=2C=C(C=CC12)C=1C=CC=2N(C3=CC=CC=C3C2C1)C1=CC=CC=C1)C=1C=CC=2N(C3=CC=CC=C3C2C1)C1=CC=CC=C1 9,9'-Diphenyl-6-(9-phenyl-9H-carbazol-3-yl)-9H,9'H-3,3'-bicarbazole